1-(4,6-dichloropyrimidin-2-yl)-2-(difluoromethyl)-1H-benzo[d]imidazole ClC1=NC(=NC(=C1)Cl)N1C(=NC2=C1C=CC=C2)C(F)F